C(C1=CC=CC=C1)C=1C=CC=C2C(NC(=NC12)CCl)=O 8-benzyl-2-(chloromethyl)quinazolin-4(3H)-one